Cl.FC(CC[C@@H](C(C(=O)NC)O)NC(=O)[C@H]1NCC2(C1)CCCCC2)(C)F (3S)-N-((3S)-6,6-difluoro-2-hydroxy-1-(methylamino)-1-oxoheptan-3-yl)-2-azaspiro[4.5]decane-3-carboxamide hydrochloride